BrC=1C=NN(C1)C1=C(C=C(C=C1OC(F)(F)F)C(C(F)(F)F)(C(F)(F)F)F)Br 4-Bromo-1-[2-bromo-4-(1,1,1,2,3,3,3-heptafluoropropan-2-yl)-6-(trifluoromethoxy)phenyl]-1H-pyrazole